diethyl-[(trimethylsiloxy)dimethyl-siloxy]silane C(C)[SiH](O[Si](C)(C)O[Si](C)(C)C)CC